FC(C(C(F)(F)F)(C(F)(F)F)SSCC)(F)F ethyl (perfluoro-tert-butyl) disulfide